FC=1C=C(C=CC1C(F)(F)F)C1=CN=C2SC(=NN21)C2=CC=C(C=C2)C(=O)N2CCOCC2 (4-(5-(3-fluoro-4-(trifluoromethyl)phenyl)imidazo[2,1-b][1,3,4]thiadiazol-2-yl)phenyl)(morpholino)methanone